FC=1C=C(OC=2C=CC(=C(C2)NC(=O)C2N(C(CC2)=O)C(=O)C2NC(C2)=O)OC)C=CC1F N-(5-(3,4-difluorophenoxy)-2-methoxyphenyl)-5-oxo-1-(4-oxoazetidine-2-carbonyl)pyrrolidine-2-carboxamide